FC=1C(=CC=C2N=C(C(NC12)=O)C)CN1CCC(=CC1)C=1C=NC(=CC1)C1=NN=C(N1)C(F)(F)F 8-fluoro-3-methyl-7-((6-(5-(trifluoromethyl)-4H-1,2,4-triazol-3-yl)-3',6'-dihydro-[3,4'-bipyridin]-1'(2'H)-yl)methyl)quinoxalin-2(1H)-one